heptadecan-9-yl (E)-8-((3-(2-cyanoguanidino)propyl)(8-(nonyloxyl)-8-oxooctyl)amino)octanoate C(#N)/N=C(/NCCCN(CCCCCCCC(=O)OC(CCCCCCCC)CCCCCCCC)CCCCCCCC(=O)OCCCCCCCCC)\N